C(C1=CC=CC=C1)OC=1C(=NC=NC1OCC1=CC=CC=C1)CN1C(N(C(C1)C1=CC=C(C=C1)C#CC1=CC=C(C=C1)CNC1CC(C1)O)C(C)C)=O 1-((5,6-bis(benzyloxy)pyrimidin-4-yl)methyl)-4-(4-((4-(((3-hydroxycyclobutyl)amino)methyl)phenyl)ethynyl)phenyl)-3-isopropylimidazolidin-2-one